C\C(=C/CO)\CC(\C=C(\CC\C=C(\CC(\C=C(\CC\C=C(\CC\C=C(\CCC=C(C)C)/C)/C)/C)S(=O)(=O)C1=CC=CC=C1)/C)/C)S(=O)(=O)C1=CC=CC=C1 (2E,6E,10E,14E,18E,22E)-3,7,11,15,19,23,27-heptamethyl-5,13-bis(phenyl-sulfonyl)octacosa-2,6,10,14,18,22,26-heptaen-1-ol